C(CCCCCCCCCCCCCCCCCCCC(C)C)I isotricosyl iodide